(E)-N-[4-(3-chloro-4-fluoro-phenylamino)-7-methoxy-quinazolin-6-yl]-4-(1-piperidinyl)but-2-enamide ClC=1C=C(C=CC1F)NC1=NC=NC2=CC(=C(C=C12)NC(\C=C\CN1CCCCC1)=O)OC